COC=1C=C(CNS(=O)(=O)N)C=CC1N1N=NC2=C1C=CC(=C2)OC N-(3-methoxy-4-(5-methoxy-1H-benzo[d][1,2,3]triazol-1-yl)benzyl)sulfamide